Methyl 5-iodo-4-methoxypyrazolo[1,5-c]pyrimidine-3-carboxylate IC1=C(C=2N(C=N1)N=CC2C(=O)OC)OC